[Na].[N+](#[C-])C1=CC=CC=C1 4-isocyanobenzene sodium